sulfuric acid-sodium salt [Na+].S([O-])([O-])(=O)=O.[Na+]